(2-chloro-6-fluorophenyl)-N-[6-(3,5-difluorophenylamino)pyridazin-4-yl]acetamide ClC1=C(C(=CC=C1)F)CC(=O)NC1=CN=NC(=C1)NC1=CC(=CC(=C1)F)F